Cl.N[C@H]1C[C@H](C1)C1=C(C#N)C=CC(=C1)Cl 2-((cis)-3-aminocyclobutyl)-4-chlorobenzonitrile HCl